COC(=O)C=1N(C2=CC(=CC=C2C1)C1=CC=CC=C1)C1=CC=CC=C1.ClC1=CC=C(C2=CC=CC=C12)C1=CC=CC=C1 1-chloro-4-phenyl-naphthalene methyl-1,6-diphenyl-1H-indole-2-carboxylate